N-{[(4R)-4-cyclopropyl-2,5-dioxoimidazolidin-4-yl]methyl}4'-(2,2-difluorocyclopropyl)-5-methyl[1,1'-biphenyl]-2-carboxamide C1(CC1)[C@@]1(NC(NC1=O)=O)CNC(=O)C=1C(=CC(=CC1)C)C1=CC=C(C=C1)C1C(C1)(F)F